FC1=CC=C(C=C1)C(N1C[C@@H]2COCC=3CN(C4=CC=C(N=C4C3N2C[C@H]1C)Br)C)C1=CC=C(C=C1)F (9aR,12R)-11-(bis(4-fluorophenyl)methyl)-2-bromo-5,12-dimethyl-9,9a,10,11,12,13-hexahydro-6H-pyrazino[2',1':3,4][1,4]oxazepino[6,5-c][1,5]naphthyridine